C(C)(C)(C)OC(NC(C(N1CCNCC1)=O)(C)C)=O (2-methyl-1-oxo-1-(piperazin-1-yl)propan-2-yl)carbamic acid tert-butyl ester